2-hydroxymethyl-1-heptanol OCC(CO)CCCCC